COC=1C=C(CN2C3=C(C=C2C(=O)OCC)CCCCC3=O)C=C(C1OC)OC Ethyl 1-(3,4,5-trimethoxybenzyl)-8-oxo-1,4,5,6,7,8-hexahydrocyclohepta[b]pyrrole-2-carboxylate